3-Phenylbutyronitrile C1(=CC=CC=C1)C(CC#N)C